C(N)(=O)C1=C(C=CC=C1)B(O)O (2-carbamoylphenyl)boronic acid